6-chloro-7-fluoro-1,4,4,9-tetramethyl-8-(1-methylsulfonyl-1H-indazol-4-yl)-5H-[1,2,4]triazolo[4,3-a]quinoxaline ClC1=C2NC(C=3N(C2=C(C(=C1F)C1=C2C=NN(C2=CC=C1)S(=O)(=O)C)C)C(=NN3)C)(C)C